C12OCC(N(C1)C=1C=C3C(=NC(=NC3=CC1)C)SCC(=O)C1=CC=C(S1)CNC(CO)=O)CC2 N-((5-(2-((6-(2-oxa-5-azabicyclo[2.2.2]octan-5-yl)-2-methylquinazolin-4-yl)thio)acetyl)thiophen-2-yl)methyl)-2-hydroxyacetamide